C1(CC1)C1=CC(=NN1C)NC(=O)C1CN(C1)C1=CC(=C2C(C(=CN(C2=N1)C1=NC=NS1)C(=O)O)=O)C 7-{3-[(5-cyclopropyl-1-methyl-1H-pyrazol-3-yl)carbamoyl]azetidin-1-yl}-5-methyl-4-oxo-1-(1,2,4-thiadiazol-5-yl)-1,4-dihydro-1,8-naphthyridine-3-carboxylic acid